(S)-2-methoxy-5-methyl-3-(trifluoromethyl)-7,8,9,10-tetrahydro-5H-pyrazino[1,2-a]pyrido[3,2-e]pyrazin-6(6aH)-one COC=1C(=CC=2N(C([C@H]3N(C2N1)CCNC3)=O)C)C(F)(F)F